Cl.NC(C)C1=C(N=C(O1)C1=CC(=C(C=C1)OC(F)F)OCC1CC1)CC1(C(=O)O)C(=CC(C(=O)O)(C=C1)C)F 1-((5-(1-aminoethyl)-2-(3-(cyclopropylmethoxy)-4-(difluoromethoxy) phenyl) oxazol-4-yl) methyl)-4-methyl-2-fluoroterephthalate hydrochloride